[Si](C)(C)(C(C)(C)C)OC(C(=O)ON1C(C2=CC=CC=C2C1=O)=O)C 1,3-dioxoisoindolin-2-yl 2-((tert-butyldimethylsilyl)oxy)propanoate